N-(4-(N-(2,6-dichlorobenzyl)-N-(4-fluorobenzyl)sulfamoyl)phenyl)-2-(pyridin-4-yl)cyclopropane-1-carboxamide ClC1=C(CN(S(=O)(=O)C2=CC=C(C=C2)NC(=O)C2C(C2)C2=CC=NC=C2)CC2=CC=C(C=C2)F)C(=CC=C1)Cl